Br.FC(C1=NC(=NO1)C1=CC=C(C=C1)CN)(F)F 4-(5-(trifluoromethyl)-1,2,4-oxadiazol-3-yl)phenylmethylamine hydrobromide